C(C)C(C1=CC=C(C=C1)S(=O)(=O)[O-])C1=C(SC(=C1)Br)Br ethyl-(2,5-dibromo-3-thienyl)-p-toluenesulfonate